C1(=CC=CC=C1)N(C(O)=O)C1=CC(=C(C(=C1)OCCN(C)C)C)Cl.CC=1C=C(CC(C(=O)N)C2=CC=CC3=CC=C(C=C23)OC)C=CC1 (3-methylbenzyl)-2-(7-methoxynaphthalen-1-yl)acetamide phenyl-(3-chloro-5-(2-(dimethylamino)ethoxy)-4-methylphenyl)carbamate